O[C@@H]([C@@H](C(=O)N[C@@H](CC(C)C)B1OC([C@H]2CC[C@H](C(O1)=O)N2C)=O)NC(C2=NC(=CC=C2)C2=CC=CC=C2)=O)C N-((2S,3R)-3-hydroxy-1-(((R)-3-methyl-1-((1R,7R)-10-methyl-2,6-dioxo-3,5-dioxa-10-aza-4-borabicyclo[5.2.1]decan-4-yl)butyl)amino)-1-oxobutan-2-yl)-6-phenylpicolinamide